N-(5-((2-(5-azaspiro[3.4]octan-5-yl)ethyl)carbamoyl)-2-methylpyridin-3-yl)-2-(2-(2-fluoroethoxy)pyridin-3-yl)pyrazolo[5,1-b]thiazole-7-carboxamide C1CCC12N(CCC2)CCNC(=O)C=2C=C(C(=NC2)C)NC(=O)C=2C=NN1C2SC(=C1)C=1C(=NC=CC1)OCCF